ClP(=O)(Cl)NC1=NC(=NS1)/C(/C(=O)Cl)=N/OCC (Z)-2-(5-((dichlorophosphoryl)amino)-1,2,4-thiadiazol-3-yl)-2-(ethoxyimino)acetyl chloride